NC1=C(C=CC=C1)C1=C(C=CC=C1)[Pd]Cl (2'-aminobiphenyl-2-yl)palladium chloride